1-((4,4-difluorocyclohexyl)methyl)-3-(difluoromethyl)-4-methyl-1H-pyrazole FC1(CCC(CC1)CN1N=C(C(=C1)C)C(F)F)F